1,4-bis(dicarboxyphenoxy)trifluoromethyl-benzene C(=O)(O)C=1C(=C(OC2=C(C=C(C=C2)OC2=C(C(=CC=C2)C(=O)O)C(=O)O)C(F)(F)F)C=CC1)C(=O)O